((5,6-difluoro-1-methyl-1H-benzo[d]imidazol-2-yl)methyl)isoindoline-1,3-dione FC1=CC2=C(N(C(=N2)CN2C(C3=CC=CC=C3C2=O)=O)C)C=C1F